ClC=1C(N(C(=C(N1)Cl)C1=C(C=CC=C1)F)CC(=O)OCC1=CC=CC=C1)=O benzyl 2-(3,5-dichloro-6-(2-fluorophenyl)-2-oxopyrazin-1(2H)-yl)acetate